3-(7-((4-((4-(4-chlorophenyl)piperazin-1-yl)methyl)benzyl)oxy)-3-oxo-1,3-dihydro-2H-indazol-2-yl)piperidine-2,6-dione ClC1=CC=C(C=C1)N1CCN(CC1)CC1=CC=C(COC=2C=CC=C3C(N(NC23)C2C(NC(CC2)=O)=O)=O)C=C1